(13-(((1S,4S)-4-(3,4-dichlorophenyl)-1,2,3,4-tetrahydronaphthalen-1-yl)(methyl)amino)-13-oxotridecyl)triphenylphosphine ClC=1C=C(C=CC1Cl)[C@@H]1CC[C@@H](C2=CC=CC=C12)N(C(CCCCCCCCCCCCC1=C(C=CC=C1)P(C1=CC=CC=C1)C1=CC=CC=C1)=O)C